ClC1=C(C=C(C(=C1)N(S(=O)(=O)C)C1=CC=CC=C1)C)N=CN(C)CC N'-(2-chloro-5-methyl-4-(N-phenylmethylsulfonamido)phenyl)-N-ethyl-N-methylformimidamide